2,3,5,6-tetrachloro-benzyl chloride ClC1=C(CCl)C(=C(C=C1Cl)Cl)Cl